5-nitro-1-(3-pyridylmethyl)indazole [N+](=O)([O-])C=1C=C2C=NN(C2=CC1)CC=1C=NC=CC1